allyl-endo-methylenetetrahydrophthalic anhydride C(C=C)C12C(=O)OC(C1C(CC=C2)=C)=O